FC1=CC=CC=2OCCCOC=3C(=CC=C(C4=NNC5=CN=C(C12)C=C45)C3)N3CC4N(C(C3)C4)C4COC4 16-fluoro-5-[6-(oxetan-3-yl)-3,6-diazabicyclo[3.1.1]heptan-3-yl]-7,11-dioxa-19,22,23-triazapentacyclo[16.5.2.12,6.012,17.021,24]hexacosa-1(23),2,4,6(26),12(17),13,15,18,20,24-decaene